C(#N)C1=CC=C(C=C1)C1=CC=C2C(=N1)SC(=N2)NC(C2=CN=C(C=C2C2=C(C=CC(=C2)C2CC2)OC)C)=O N-(5-(4-cyanophenyl)thiazolo[5,4-b]pyridin-2-yl)-4-(5-cyclopropyl-2-methoxyphenyl)-6-methylnicotinamide